N1(CCC1)C1=CC=C(C(=N1)C)CN1N=CC(=C1)NC(=O)C1=NC(=CN=C1)C1=C(C(=CC=C1C(F)F)Cl)F N-(1-((6-(Azetidin-1-yl)-2-methylpyridin-3-yl)methyl)-1H-pyrazol-4-yl)-6-(3-chloro-6-(difluoromethyl)-2-fluorophenyl)pyrazine-2-carboxamide